tert-butyl-3-[1-[[3-(aminomethyl)phenyl]methyl]-2-tert-butoxy-2-oxo-ethyl]pyrrolidine-1-carboxylate C(C)(C)(C)OC(=O)N1CC(CC1)C(C(=O)OC(C)(C)C)CC1=CC(=CC=C1)CN